ClC1=CC=C(O[C@H](C(=O)N[C@@H]2CN[C@H](CC2)C=2OC(=NN2)C2=CC=C(C=C2)C(F)(F)F)C)C=C1 (2S)-2-(4-chlorophenoxy)-N-[(3S,6R)-6-{5-[4-(trifluoromethyl)phenyl]-1,3,4-oxadiazol-2-yl}piperidin-3-yl]propanamide